4-[(1S)-1-[[4-[(3R)-3-[3-(Trifluoromethoxy)phenoxy]pyrrolidin-1-yl]tetrahydropyran-4-carbonyl]amino]ethyl]benzoic acid FC(OC=1C=C(O[C@H]2CN(CC2)C2(CCOCC2)C(=O)N[C@@H](C)C2=CC=C(C(=O)O)C=C2)C=CC1)(F)F